N[C@H](CC1=CC=CC=C1)CO (R)-phenylalaninol